methyl 5-[2,6-difluoro-3-[(2,2,2-trifluoroacetyl)amino]phenoxy]-2-nitro-benzoate FC1=C(OC=2C=CC(=C(C(=O)OC)C2)[N+](=O)[O-])C(=CC=C1NC(C(F)(F)F)=O)F